[Ca].C1CCOS1(=O)=O propanesultone, calcium salt